FC1(CCC(CC1)CN1[C@H](C[C@@H](CC1)CC1=CC=2N(C=C1)N=CC2N2CNCC=C2)C)F 1-(5-(((2S,4R)-1-((4,4-difluorocyclohexyl)methyl)-2-methylpiperidin-4-yl)methyl)pyrazolo[1,5-a]pyridin-3-yl)dihydropyrimidine